(2-carboxyethyl)methyl phosphate P(=O)(OCCCC(=O)O)([O-])[O-]